6-amino-1,2,3,4-tetrahydronaphthalen-1-one NC=1C=C2CCCC(C2=CC1)=O